butyl-1-(5-((2,6-dimethyl-14-octadecyldotriacontan-9-yl)oxy)-5-oxopentyl)-1H-imidazol-3-ium bromide [Br-].C(CCC)C=1N(C=C[NH+]1)CCCCC(=O)OC(CCC(CCCC(C)C)C)CCCCC(CCCCCCCCCCCCCCCCCC)CCCCCCCCCCCCCCCCCC